(2s,4r)-N-(6-bromopyridin-2-yl)-4-methylpyrrolidine-2-carboxamide BrC1=CC=CC(=N1)NC(=O)[C@H]1NC[C@@H](C1)C